ClC1=CNC2=C(C=CC=C12)NS(=O)(=O)C=1C=NN(C1)CC(=O)N 2-[4-[(3-Chloro-1H-indol-7-yl)sulfamoyl]pyrazol-1-yl]acetamid